3-(4-(4-cycloheptylpiperazin-1-yl)phenyl)-1-(6,7-dimethoxyquinazolin-4-yl)-1H-1,2,4-triazole-3,5-diamine C1(CCCCCC1)N1CCN(CC1)C1=CC=C(C=C1)C1(NN(C(=N1)N)C1=NC=NC2=CC(=C(C=C12)OC)OC)N